(Z)-6-hydroxy-3-(4-methoxyphenyl)-6-phenyl-8-(trimethylsilyl)oct-2-ene-4,7-diyne-1-al OC(C#C\C(=C/C=O)\C1=CC=C(C=C1)OC)(C#C[Si](C)(C)C)C1=CC=CC=C1